ClC1=C(C(=O)NC2CCC(CC2)NC2=CC=CC=3N2C=C(N3)C(F)(F)F)C=CC(=C1)C(F)F 2-chloro-4-(difluoromethyl)-N-[(1s,4s)-4-{[2-(trifluoromethyl)imidazo[1,2-a]pyridin-5-yl]amino}cyclohexyl]benzamide